5-(4-((7-oxabicyclo[2.2.1]hept-2-yl)methoxy)phenyl)-2-oxo-6-(trifluoromethyl)-1,2-dihydropyridine-3-carboxamide C12C(CC(CC1)O2)COC2=CC=C(C=C2)C=2C=C(C(NC2C(F)(F)F)=O)C(=O)N